3-(tert-butyl)-N-(2-fluoro-4-(2-(1-methyl-4-nitro-1H-pyrazol-3-yl)-3H-imidazo[4,5-b]pyridin-7-yl)benzyl)-1,2,4-oxadiazole-5-carboxamide C(C)(C)(C)C1=NOC(=N1)C(=O)NCC1=C(C=C(C=C1)C1=C2C(=NC=C1)NC(=N2)C2=NN(C=C2[N+](=O)[O-])C)F